NCCCNC1=C(C=C(C(=O)N2C[C@@H](CCC2)NC(OC(C)(C)C)=O)C=C1)[N+](=O)[O-] (R)-tert-Butyl (1-(4-((3-aminopropyl)amino)-3-nitrobenzoyl)piperidin-3-yl)carbamate